OC1=CC=C(C2=CC=CC=C12)NS(=O)(=O)C1=CC2=C(N(C(N2C)=O)C)C=C1 N-(4-hydroxynaphthalen-1-yl)-1,3-dimethyl-2-oxo-2,3-dihydro-1H-benzo[d]imidazole-5-sulfonamide